tert-butyl ((3R,4S,7R)-3-fluoro-7-(1-methyl-4-nitro-1H-pyrazol-5-yl)oxepan-4-yl)carbamate F[C@H]1CO[C@H](CC[C@@H]1NC(OC(C)(C)C)=O)C1=C(C=NN1C)[N+](=O)[O-]